CO[C@H]1C2=C([C@@H](N(C1)C(=O)OC(C)(C)C)C)SC=N2 trans-tert-butyl 7-methoxy-4-methyl-6,7-dihydrothiazolo[5,4-c]pyridine-5(4H)-carboxylate